ClC=1C(=NC=C(C1[C@@H](CCC=C)N[S@@](=O)C(C)(C)C)OC)F (S)-N-((R)-1-(3-Chloro-2-fluoro-5-methoxypyridin-4-yl)pent-4-en-1-yl)-2-methylpropane-2-sulfinamide